4'-methyl-(1,1'-biphenyl) CC1=CC=C(C=C1)C1=CC=CC=C1